tert-butyl 3-(4-(3,4-difluoro-2-(trifluoro-methyl)phenyl) piperidine-1-carbonyl)-4,6-dihydropyrrolo[3,4-c]pyrazole-5(1H)-carboxylate FC=1C(=C(C=CC1F)C1CCN(CC1)C(=O)C=1C2=C(NN1)CN(C2)C(=O)OC(C)(C)C)C(F)(F)F